FC(C1=NN(C=C1[N+](=O)[O-])C1CN(C1)C1CCN(CC1)C(=O)OC(C)(C)C)F t-butyl 4-(3-(3-(difluoromethyl)-4-nitro-1H-pyrazol-1-yl)azetidin-1-yl)piperidine-1-carboxylate